C[Si](CCOCN1C(NC(C=2NC=NC12)=O)=O)(C)C 3-(5,5-dimethyl-2-oxa-5-silahex-1-yl)-1,2,3,6-tetrahydropurine-2,6-dione